BrC1=CC(=CC(=C1)C=C)Cl 1-bromo-3-chloro-5-vinyl-benzene